2-Tert-butyl-N-{2-fluoro-4-methyl-5-[8-(morpholin-4-yl)imidazo[1,2-a]pyridin-6-yl]phenyl}-1,3-oxazole-5-carboxamide C(C)(C)(C)C=1OC(=CN1)C(=O)NC1=C(C=C(C(=C1)C=1C=C(C=2N(C1)C=CN2)N2CCOCC2)C)F